CC1=NN2C(N=CC=C2C2CN(CCC2)CC2=CC=C(C#N)C=C2)=C1CNCC1CCOCC1 4-((3-(2-Methyl-3-((((tetrahydro-2H-pyran-4-yl)methyl)amino)methyl)pyrazolo[1,5-a]pyrimidin-7-yl)piperidin-1-yl)methyl)benzonitrile